C(=O)(O)[C@H](CC(=O)C1=CC2=C(S1)C=C(C(=C2F)OCCCOC2=CC1=C(SC(=C1)C(C[C@@H](C(=O)O)C)=O)C=C2O)OC)C (S)-4-(5-(3-((2-((S)-3-carboxybutyryl)-4-fluoro-6-methoxybenzo[b]thiophen-5-yl)oxy)propoxy)-6-hydroxybenzo[b]thiophen-2-yl)-2-methyl-4-oxobutanoic acid